C(C)(=O)[O-].C(CCCC)[NH+]1CC(CC1)C 1-Pentyl-3-Methylpyrrolidinium acetat